BrC1=CC=2C=3C=C4C(=CC3N(C2C=C1)C1=CC=CC=C1)SC1=C4C=C(C=C1)C1=NC(=NC(=N1)C1=CC=CC=C1)C1=CC=CC=C1 10-bromo-2-(4,6-diphenyl-1,3,5-triazin-2-yl)-7-phenyl-7H-benzo[4,5]thieno[2,3-b]carbazole